(1S)-1-(4-fluorophenyl)-1-[2-(piperazin-1-yl)pyrimidin-5-yl]ethan-1-amine FC1=CC=C(C=C1)[C@](C)(N)C=1C=NC(=NC1)N1CCNCC1